CN1C(=NC2=C1C=CC=C2)C 1,2-dimethylbenzimidazole